diglycerin monopalmitate C(CCCCCCCCCCCCCCC)(=O)O.OCC(O)CO.OCC(O)CO